BrC=1N(C(=CN1)C=O)C 2-BROMO-1-METHYL-1H-IMIDAZOLE-5-CARBALDEHYDE